(3R,4S)-3-cyclopropyl-4-methyl-1-(2-(1-methyl-1H-pyrazol-4-yl)-1H-pyrrolo[2,3-b]pyridin-4-yl)-2-oxopyrrolidine-3-carbonitrile C1(CC1)[C@]1(C(N(C[C@H]1C)C1=C2C(=NC=C1)NC(=C2)C=2C=NN(C2)C)=O)C#N